6-bromo-2-morpholinoOxazolo[4,5-b]Pyridine BrC=1C=C2C(=NC1)N=C(O2)N2CCOCC2